C(C)C=1N=CN(C1[C@H](C)C1=CC=C(N)C=C1)COCC[Si](C)(C)C |r| (rac)-4-(1-(4-ethyl-1-((2-(trimethylsilyl)ethoxy)methyl)-1H-imidazol-5-yl)ethyl)aniline